BrC1=CC(=C(C=C(C#N)C#N)C=C1)O 2-(4-bromo-2-hydroxybenzylidene)malononitrile